ClC=1C(=NC=CC1)C1=NOC(=C1C1=CC2(C1)CCN(CC2)C=2C=C1C=CC(=NC1=CC2)C(=O)O)C2CC2 6-(2-(3-(3-chloropyridin-2-yl)-5-cyclopropylisoxazol-4-yl)-7-azaspiro[3.5]non-1-en-7-yl)quinoline-2-carboxylic acid